NC1(CC=C(C=C1)C=1C=CC=CC1C1=CCC(C=C1)(N)N)N 3,4-bis(4-amino-4-aminophenyl)benzene